N-(5-((6-((R)-3-(3,5-difluorophenyl)isoxazolidine-2-yl)pyrimidine-4-yl)amino)-2-(4-((1-isopropylpiperidine-4-yl)amino)piperidine-1-yl)-4-methoxyphenyl)acrylamide FC=1C=C(C=C(C1)F)[C@@H]1N(OCC1)C1=CC(=NC=N1)NC=1C(=CC(=C(C1)NC(C=C)=O)N1CCC(CC1)NC1CCN(CC1)C(C)C)OC